[C@H]12CC(C[C@H](CC1)N2)N(C2=CC=C(N=N2)C2=C(C=C(C=C2)N2C=NC=C2)O)C 2-(6-(((1R,3s,5S)-8-azabicyclo[3.2.1]octan-3-yl)(methyl)amino)pyridazin-3-yl)-5-(1H-imidazol-1-yl)phenol